methyl 3-(imino((3,3,3-trifluoro-2-oxopropyl)thio)methyl)bicyclo[1.1.1]pentane-1-carboxylate N=C(C12CC(C1)(C2)C(=O)OC)SCC(C(F)(F)F)=O